6-(3-isopropyl-5-(1-(oxetan-3-yl)piperidin-3-yl)-1H-indol-2-yl)-8-methoxy-[1,2,4]triazolo[1,5-a]pyridine C(C)(C)C1=C(NC2=CC=C(C=C12)C1CN(CCC1)C1COC1)C=1C=C(C=2N(C1)N=CN2)OC